1-[(4S)-8-chlorochroman-4-yl]-3-[1-(3-fluorophenyl)pyrazol-3-yl]urea ClC=1C=CC=C2[C@H](CCOC12)NC(=O)NC1=NN(C=C1)C1=CC(=CC=C1)F